FC1=C(C(=O)NC2=NC(=CC=C2)C=2N3C(=NN2)CC[C@H]3C)C=C(C(=C1)C)N1C=NC(=C1)C1COC1 (R)-2-fluoro-4-methyl-N-(6-(5-methyl-6,7-dihydro-5H-pyrrolo[2,1-c][1,2,4]triazol-3-yl)pyridin-2-yl)-5-(4-(oxetan-3-yl)-1H-imidazol-1-yl)benzamide